methanesulfonyl-(2-di-tert-butylphosphino-2',4',6'-triisopropyl-1,1'-biphenyl) CS(=O)(=O)C=1C(=C(C=CC1)C1=C(C=C(C=C1C(C)C)C(C)C)C(C)C)P(C(C)(C)C)C(C)(C)C